tertbutyl vinyl ether C(=C)OC(C)(C)C